4-[5-(3-chloropropanoyl)-3-(3-methyl-1H-pyrrolo[2,3-b]pyridin-4-yl)-4,5,6,7-tetrahydropyrazolo[1,5-a]pyrazin-2-yl]benzonitrile ClCCC(=O)N1CC=2N(CC1)N=C(C2C2=C1C(=NC=C2)NC=C1C)C1=CC=C(C#N)C=C1